C=1(C(=CC=CC1O)C=O)C Cresol-Formaldehyd